(R)-N,N-dimethyl-1-(piperazin-2-yl)methanamine CN(C[C@@H]1NCCNC1)C